[1-(1-amino-1-o-tolylmethyl)-2-oxopropyl]phosphonic acid dimethyl ester COP(OC)(=O)C(C(C)=O)C(C1=C(C=CC=C1)C)N